O1C(=CC2=C1C=CC=C2)C2=NC1=C(C=C(C=C1C(N2C)=O)C)\C(\C)=N/[S@](=O)C(C)(C)C (R,Z)-N-(1-(2-(benzofuran-2-yl)-3,6-dimethyl-4-oxo-3,4-dihydroquinazolin-8-yl)ethylidene)-2-methylpropane-2-sulfinamide